C(CCCC)([NH3+])[NH3+] Pentanediaminium